C(=O)C=1C=C2C(=NN(C2=CC1)C(=O)OC(C)(C)C)I tert-butyl 5-formyl-3-iodo-1H-indazole-1-carboxylate